C1(=CC=CC=C1)N1C(C=CC=C1)CCC 1-phenyl-2-propylpyridine